ClC=1C(=C(C(=O)NC2=CC=C(C=C2)C(\C=C\C2=CC=C(C=C2)N(C)CCO)=O)C=CC1F)F 3-Chloro-2,4-difluoro-N-[4-[(E)-3-[4-[2-hydroxyethyl(methyl)amino]phenyl]prop-2-enoyl]phenyl]benzamide